COC1=CC=C(C=C1)C(OC[C@]12O[C@H]([C@H](NC1)[C@@H]2O)N2C(N=C(C(=C2)C)NC(C2=CC=CC=C2)=O)=O)(C2=CC=CC=C2)C2=CC=C(C=C2)OC N-(1-{(1R,3R,4R,7S)-1-{[bis(4-methoxyphenyl)(phenyl)methoxy]Methyl}-7-hydroxy-2-oxa-5-azabicyclo[2.2.1]Hept-3-yl}-5-methyl-2-oxo-1,2-dihydropyrimidin-4-yl)benzamide